C(CCCCCCCCCCCCCCCCCCCCCCCCC)OC[C@@H](OO)COP(=O)(O)OCC[N+](C)(C)C 1-Hexacosanyl-2-hydroxy-sn-glycero-3-phosphorylcholine